2-((2-methoxy-6-(2-(2-methylbiphenyl-3-yl)vinyl)pyridin-3-yl)methylamino)cyclohexylacetamide COC1=NC(=CC=C1CNC1C(CCCC1)CC(=O)N)C=CC=1C(=C(C=CC1)C1=CC=CC=C1)C